CC=1N=C(SC1S(=O)(=O)N1CCN(CC1)C[C@H](C)NC(=O)C1=CC(=CC=C1)C=1C=NC(=CC1)C)NC(OC)=O methyl N-[4-methyl-5-({4-[(2S)-2-{[3-(6-methylpyridin-3-yl)phenyl]formamido} propyl]piperazin-1-yl}sulfonyl)-1,3-thiazol-2-yl]carbamate